O=C(CNC12CC(C1)(C2)NC(COC2(CCC2)OC(F)(F)F)=O)C2=CC=C(C=C2)C(F)(F)F N-(3-((2-oxo-2-(4-(trifluoromethyl)phenyl)ethyl)amino)bicyclo[1.1.1]pentan-1-yl)-2-(3-cis-(trifluoromethoxy)cyclobutoxy)acetamide